C(C=C)(=O)N1CC2=CC(=CC(=C2CC1)C1=C2C(=C(NC2=C(C=C1F)C(=O)N)C)C)F (RS)-4-(2-acryloyl-7-fluoro-1,2,3,4-tetrahydroisoquinolin-5-yl)-5-fluoro-2,3-dimethyl-1H-indole-7-carboxamide